C(C)(C)N1NC2=C3C(=C(C=C2C1=O)OC)C=CC=C3 2-Isopropyl-5-methoxy-1H-benzo[g]indazol-3(2H)-on